1-dibenzylamino-3-methylenepent-4-ene C(C1=CC=CC=C1)N(CCC(C=C)=C)CC1=CC=CC=C1